N-((2S,3R)-1-(1-(4-fluorophenyl)-1H-indazol-5-yl)-4,4-dimethyl-5-oxo-2-phenylpyrrolidin-3-yl)cyclopropanesulfonamide FC1=CC=C(C=C1)N1N=CC2=CC(=CC=C12)N1[C@H]([C@@H](C(C1=O)(C)C)NS(=O)(=O)C1CC1)C1=CC=CC=C1